OCCC(C)=O d-4-Hydroxy-2-butanone